C(#N)C1(CC1)NC(=O)[C@H]1N(C[C@@H](C1)S(=O)(=O)C1=C(C=C(C=C1)C1=C(C=CC=C1)CO)C)C(=O)C1(CC1)C(F)(F)F (2S,4R)-N-(1-cyanocyclopropyl)-4-(2'-(hydroxymethyl)-3-methylbiphenyl-4-ylsulfonyl)-1-(1-(trifluoromethyl)cyclopropanecarbonyl)pyrrolidine-2-carboxamide